NC1=C(C(N(C(N1C)=O)C)=O)NC 6-amino-5-methylamino-1,3-dimethyluracil